C(C)(=O)NC1N(CCN(C1)C(=O)OC(C)(C)C)C(=O)OC(C)(C)C 2-acetamido-1,4-bis(t-butoxycarbonyl)piperazine